1-(4-(3-((6-(trifluoromethyl)pyridin-3-yl)oxy)pyrazin-2-yl)piperidin-1-yl)prop-2-en-1-one FC(C1=CC=C(C=N1)OC=1C(=NC=CN1)C1CCN(CC1)C(C=C)=O)(F)F